N1(CCCCC1)C=1C=C2C=CC=CC2=CC1 6-(piperidin-1-yl)naphthalene